C1(=CC=CC=C1)N1C(=O)NC(=O)CC1 Phenyl-Dihydrouracil